COC[C@H](C)N1C(N(C2=CC=C(C=C2C1=O)NC(=O)NC1=CC(=CC=C1)C(C(F)(F)F)=O)CCN1CCCCC1)=O (S)-1-(3-(1-methoxypropan-2-yl)-2,4-dioxo-1-(2-(piperidin-1-yl)ethyl)-1,2,3,4-tetrahydroquinazolin-6-yl)-3-(3-(2,2,2-trifluoroacetyl)phenyl)urea